((benzyloxy)carbonyl)-L-valine 4-hydroxybutyl ester OCCCCOC([C@@H](NC(=O)OCC1=CC=CC=C1)C(C)C)=O